CN1CCN(CC1)CC1=CC=C(C=C1)C1=NC2=C(N1)C=CC=C2C(=O)N 2-(4-((4-methylpiperazin-1-yl)methyl)phenyl)-1H-benzimidazole-4-carboxamide